3-chloro-2-(difluoromethoxy)-4-methyl-6,7-dihydro-5H-pyrrolo[3,4-b]Pyridine ClC=1C(=C2C(=NC1OC(F)F)CNC2)C